C(=O)(O)C1=CC=C(C=C1)C1=CC=C(C(=O)Cl)C=C1 4-(4-carboxyphenyl)-benzoyl chloride